2,4-Bis[3-(β-D-glucopyranosyloxy)-1H-indol-5-yloxy]-6-[2-(4-(2-(6-maleimidohexyloxy)-6-chloro-1,3,5-triazin-4-yloxy)phenyl)ethylamino]-1,3,5-triazine [C@@H]1([C@H](O)[C@@H](O)[C@H](O)[C@H](O1)CO)OC1=CNC2=CC=C(C=C12)OC1=NC(=NC(=N1)OC=1C=C2C(=CNC2=CC1)O[C@H]1[C@H](O)[C@@H](O)[C@H](O)[C@H](O1)CO)NCCC1=CC=C(C=C1)OC1=NC(=NC(=N1)Cl)OCCCCCCN1C(C=CC1=O)=O